C1=C(C=CC2=CC=CC=C12)OP(=O)(OC1=CC=C(C=C1)[N+](=O)[O-])N[C@H](C)C(=O)OC(C)C |o1:24| (R or S)-isopropyl ((naphthalen-2-yloxy)(4-nitrophenoxy)phosphoryl)-L-alaninate